C1(CCC1)NC(C1=C(C=CC(=C1)OC1=C(C=C(C=C1Cl)N1N=C(C(NC1=O)=O)C(F)F)Cl)OC)=O N-cyclobutyl-5-[2,6-dichloro-4-[6-(difluoromethyl)-3,5-dioxo-1,2,4-triazin-2-yl]phenoxy]-2-methoxy-benzamide